C(C1=CC=CC=C1)C1=CC(=NN1)C(=O)N[C@H]1[C@@H]2[C@H](C3=C(N(C1=O)C)C=CC=C3)C2 5-benzyl-N-((1aS,2S,8bR)-4-methyl-3-oxo-1,1a,2,3,4,8B-hexahydrobenzo[B]cyclopropa[d]azepin-2-yl)-1H-pyrazole-3-carboxamide